1,3-bis-(1-bromo-1-methylethyl)benzene BrC(C)(C)C1=CC(=CC=C1)C(C)(Br)C